3-(4-bromophenyl)pyrrole-1-carboxylic acid benzyl ester C(C1=CC=CC=C1)OC(=O)N1C=C(C=C1)C1=CC=C(C=C1)Br